C1(CC1)OC=1C(=C(C=C2C(=NC(=NC12)OC[C@H]1N(CCC1)C)N1[C@H](CN(CC1)C(C=C)=O)C)OC)C1=C2C=NNC2=CC=C1C 1-((3S)-4-(8-cyclopropoxy-6-methoxy-7-(5-methyl-1H-indazol-4-yl)-2-((((S)-1-methylpyrrolidin-2-yl))methoxy)quinazolin-4-yl)-3-methylpiperazin-1-yl)prop-2-en-1-one